4-[(tert-butoxycarbonylamino)ethyl]benzoic acid C(C)(C)(C)OC(=O)NCCC1=CC=C(C(=O)O)C=C1